ethyl 8-(1-(tert-butoxy carbonyl)-1,2,3,6-tetrahydropyridin-4-yl)-5-(((5-fluoro-2,3-dihydrobenzofuran-4-yl)methyl)amino)imidazo[1,2-c]pyrimidine-2-carboxylate C(C)(C)(C)OC(=O)N1CCC(=CC1)C=1C=2N(C(=NC1)NCC1=C(C=CC3=C1CCO3)F)C=C(N2)C(=O)OCC